2-((4-((5-isopropyl-8-(3-((methylsulfonyl)methyl)azetidin-1-yl)isoquinolin-3-yl)amino)pyrimidin-2-yl)methoxy)-6-((4-methoxybenzyl)oxy)benzaldehyde C(C)(C)C1=C2C=C(N=CC2=C(C=C1)N1CC(C1)CS(=O)(=O)C)NC1=NC(=NC=C1)COC1=C(C=O)C(=CC=C1)OCC1=CC=C(C=C1)OC